(1S,2S)-N-(6-(((R)-1-(6-cyclopropyl-8-(3-methyl-2-oxoimidazolidin-1-yl)imidazo[1,2-a]pyridin-2-yl)ethyl)amino)pyrimidin-4-yl)-2-(4-methylpyrimidin-2-yl)cyclopropane-1-carboxamide C1(CC1)C=1C=C(C=2N(C1)C=C(N2)[C@@H](C)NC2=CC(=NC=N2)NC(=O)[C@@H]2[C@H](C2)C2=NC=CC(=N2)C)N2C(N(CC2)C)=O